[Os+2].N1=C(C=CC=C1)C1=NC=CC=C1.N1=C(C=CC=C1)C1=NC=CC=C1.N1=C(C=CC=C1)C1=NC=CC=C1 tris(2,2'-bipyridine) osmium (II)